3-((1-methylcyclopropoxy)methyl)-1H-pyrazole CC1(CC1)OCC1=NNC=C1